N[C@H]1CN(CCC1)C1=NC=2N(C(N(C(C2N1CC#CC)=O)CC1=C(C(=O)O)C=C(C=C1)Cl)=O)C (R)-2-((8-(3-aminopiperidin-1-yl)-7-(but-2-yn-1-yl)-3-methyl-2,6-dioxo-2,3,6,7-tetrahydro-1H-purin-1-yl)methyl)-5-chlorobenzoic acid